N2-(2-(1-(Cyclopropylsulfonyl)-1H-pyrazol-4-yl)pyrimidin-4-yl)-5-(1-(difluoromethyl)-1H-pyrazol-3-yl)-N4-(((1r,4r)-4-((methylamino)methyl)cyclohexyl)methyl)pyridine-2,4-diamine C1(CC1)S(=O)(=O)N1N=CC(=C1)C1=NC=CC(=N1)NC1=NC=C(C(=C1)NCC1CCC(CC1)CNC)C1=NN(C=C1)C(F)F